FC1=CC(=C(OC2=C(C#N)C=CC(=C2)C(F)(F)F)C=C1)C 2-(4-Fluoro-2-methylphenoxy)4-(trifluoromethyl)benzonitrile